2-(2-(oxetan-3-yloxy)phenyl)oxazole O1CC(C1)OC1=C(C=CC=C1)C=1OC=CN1